2-(7-methylbenzo[d]isoxazol-3-yl)propan-2-amine CC1=CC=CC=2C(=NOC21)C(C)(C)N